IC1=C(C(=CC(=C1)C(C(F)(F)F)(C(F)(F)F)F)C(F)(F)F)NC(=O)C=1C=C(C=CC1)N(C(C1=CC=CC=C1)=O)C N-[3-[[[2-iodo-4-[1,2,2,2-tetrafluoro-1-(trifluoromethyl)ethyl]-6-(trifluoromethyl)phenyl]amino]carbonyl]phenyl]-N-methyl-benzamide